BrC1=CC2=C(N(C(=N2)I)C)C=C1 5-bromo-2-iodo-1-methylbenzo[d]imidazole